C(C)(=O)N1CC2(C1)CN(C[C@H]2C(=O)N)C(C)=O (S)-2,6-diacetyl-2,6-diazaspiro[3.4]octane-8-carboxamide